C(#N)C=C1CCN(CC1)S(=O)(=O)NC1CC1 4-(cyanomethylene)-N-cyclopropylpiperidine-1-sulfonamide